C(#N)C=1C=C(C=CC1)C[C@@H](C(=O)O)N (2S)-3-(3-Cyanophenyl)-2-aminopropanoic acid